propionic acid-d6 [2H]C([2H])([2H])C([2H])([2H])C(=O)O[2H]